ClC1C(=NC=CC1=O)C1=CC=CC=C1 dl-m-chlorophenyl-4-pyridone